2-[(4-{[3-(5-fluoropyrimidin-2-yl)-2-methoxyphenyl]amino}-5-(methylcarbamoyl)pyridin-2-yl)amino]pyridine-4-carboxylic acid FC=1C=NC(=NC1)C=1C(=C(C=CC1)NC1=CC(=NC=C1C(NC)=O)NC1=NC=CC(=C1)C(=O)O)OC